C(#CC)C1CNC(N1)=O 5-(prop-1-yn-1-yl)imidazolidin-2-one